CCCCCCCC(CC(=O)SCCNC(=O)CCNC(=O)[C@@H](C(C)(C)COP(=O)(O)OP(=O)(O)OC[C@@H]1[C@H]([C@H]([C@@H](O1)N2C=NC3=C(N=CN=C32)N)O)OP(=O)(O)O)O)O The molecule is a 3-hydroxy-fatty acyl-CoA that results from the formal condensation of the thiol group of coenzyme A with the carboxy group of 3-hydroxydecanoic acid. It is a 3-hydroxy fatty acyl-CoA and a medium-chain fatty acyl-CoA. It is a conjugate acid of a 3-hydroxydecanoyl-CoA(4-).